ethyl 2-(2,6-dichloro-5-fluoro-pyridine-3-carbonyl)-3-(dimethylamino)prop-2-enoate ClC1=NC(=C(C=C1C(=O)C(C(=O)OCC)=CN(C)C)F)Cl